(R)-2-((6-(((S)-1-(cyclopropylsulfonyl)pyrrolidin-3-yl)amino)-9-ethyl-9H-purin-2-yl)amino)-3-methylbutan-1-ol C1(CC1)S(=O)(=O)N1C[C@H](CC1)NC1=C2N=CN(C2=NC(=N1)N[C@@H](CO)C(C)C)CC